C(C)OC1(NC2=CC=CC=C2C=C1)C(=O)OCC Ethyl 1,2-dihydro-2-ethoxyquinoline-carboxylate